O1CN(CC2=C1C=CC=C2)CCCCCCN 6-(2H-benzo[e][1,3]oxazin-3(4H)-yl)hexan-1-amine